(S)-quinuclidin-3-yl (7-(1H-indazol-4-yl)chroman-4-yl)carbamate N1N=CC2=C(C=CC=C12)C1=CC=C2C(CCOC2=C1)NC(O[C@@H]1CN2CCC1CC2)=O